(N-(4-((6,7-dimethoxy-3-methyl-4-oxo-3,4-dihydrophthalazin-1-yl)methyl)phenyl)sulfamoyl)carbamic acid tert-butyl ester C(C)(C)(C)OC(NS(NC1=CC=C(C=C1)CC1=NN(C(C2=CC(=C(C=C12)OC)OC)=O)C)(=O)=O)=O